O=C1OC(CC(C1)(C)C1=CC=C(C=C1)C1(CC(OC(C1)=O)=O)C)=O 1,4-bis(2,6-dioxotetrahydro-4-methyl-4-pyranyl)benzene